[Os].N1=C(C=CC=C1)C1=NC=CC=C1.N1=C(C=CC=C1)C1=NC=CC=C1 bis(2,2-bipyridine) osmium